C(C1=CC=CC=C1)N1[C@@H](CCC1)CN [(2S)-1-benzylpyrrolidin-2-yl]methanamine